2,2',2'',2''',2'''',2'''''-(2-(4-isothiocyanatobenzyl)-1,4,7,10,13,16-hexaazacyclooctadecane-1,4,7,10,13,16-hexayl)hexaacetic acid N(=C=S)C1=CC=C(CC2N(CCN(CCN(CCN(CCN(CCN(C2)CC(=O)O)CC(=O)O)CC(=O)O)CC(=O)O)CC(=O)O)CC(=O)O)C=C1